4-((5-chloro-7-(2-((5-chloro-2,6-dioxo-3-propyl-3,6-dihydropyrimidin-1(2H)-yl)methyl)thieno[3,2-b]pyridin-7-yl)-1H-indol-1-yl)methyl)piperidine-4-carbonitrile ClC=1C=C2C=CN(C2=C(C1)C1=C2C(=NC=C1)C=C(S2)CN2C(N(C=C(C2=O)Cl)CCC)=O)CC2(CCNCC2)C#N